The molecule is a 3-oxo-5beta-steroid that is 7-deoxycholic acid in which the hydroxy group at position 3 has undergone formal oxidation to the corresponding ketone. It has a role as a human metabolite. It is a bile acid, a monohydroxy-5beta-cholanic acid, a 12alpha-hydroxy steroid and a 3-oxo-5beta-steroid. It is a conjugate acid of a 12alpha-hydroxy-3-oxo-5beta-cholan-24-oate. C[C@H](CCC(=O)O)[C@H]1CC[C@@H]2[C@@]1([C@H](C[C@H]3[C@H]2CC[C@H]4[C@@]3(CCC(=O)C4)C)O)C